benzyl (S)-3-cyclopropyl-2-((2-hydroxyethyl)amino)propanoate C1(CC1)C[C@@H](C(=O)OCC1=CC=CC=C1)NCCO